3-({[7-(phenylamino)-3,4-dihydro-2H-1-benzopyran-4-yl]methyl}amino)pyridine-4-carboxylic acid methyl ester COC(=O)C1=C(C=NC=C1)NCC1CCOC2=C1C=CC(=C2)NC2=CC=CC=C2